COC(C=1C=NN(C1)C1CCNCC1)N1C(C2=C3C(C=CC=C13)=CC=C2)=O [methoxy-[1-(4-piperidyl)pyrazol-4-yl]methyl]-1H-benzo[cd]indol-2-one